N-ethynyl-N-(3,5-dichlorophenyl)-4-methylbenzenesulfonamide C(#C)N(S(=O)(=O)C1=CC=C(C=C1)C)C1=CC(=CC(=C1)Cl)Cl